tert-butyl N-[2-[2-[2-[2-[2-[2-[2-[2-[2-[2-[2-(3-amino-5-chloro-phenyl)ethoxy]ethoxy]ethoxy]ethoxy] ethoxy]ethoxy]ethoxy]ethoxy]ethoxy]ethoxy] ethyl]carbamate NC=1C=C(C=C(C1)Cl)CCOCCOCCOCCOCCOCCOCCOCCOCCOCCOCCNC(OC(C)(C)C)=O